FC(C=1C=C(C=C(C1)C(F)(F)F)CN1N=NC(=C1C1=CC=NC=C1)C1=NC=CC=C1C(C1=C(C=CC=C1)Cl)=O)(F)F 2-(1-{[3,5-bis(trifluoromethyl)phenyl]methyl}-5-(pyridin-4-yl)-1H-1,2,3-triazol-4-yl)-3-(2-chlorobenzoyl)pyridine